NC=1C=C(C(=O)C2=CC(=CC=C2)N)C=CC1OC=1C(=CC=CC1)C1=CC=CC=C1 3,3'-diamino-4-biphenyloxybenzophenone